OC1=C(C=CC=C1)C=1C=C2C(=NN1)NC[C@@H]1N2CCN(C1)C1=NC=C(C=N1)C1CCN(CC1)C(=O)OC(C)(C)C (S)-tert-butyl 4-(2-(2-(2-hydroxyphenyl)-6a,7,9,10-tetrahydro-5H-pyrazino[1',2':4,5]pyrazino[2,3-c]pyridazin-8(6H)-yl)pyrimidin-5-yl)piperidine-1-carboxylate